N-(4-(2-cyanothieno[2,3-c]pyridin-4-yl)-3-(1-ethyl-3-(trifluoromethyl)-1H-pyrazol-4-yl)phenyl)acetamide C(#N)C1=CC=2C(=CN=CC2C2=C(C=C(C=C2)NC(C)=O)C=2C(=NN(C2)CC)C(F)(F)F)S1